trans-2-[4-[4-(4-Chlorophenyl)-5-(methoxymethyl)-1,2,4-triazol-3-yl]cyclohexyl]oxy-5-methylpyrazin ClC1=CC=C(C=C1)N1C(=NN=C1COC)[C@@H]1CC[C@H](CC1)OC1=NC=C(N=C1)C